C(=O)C=1C(=C(C=CC1)B(O)O)C 3-formyl-2-methyl-phenylboronic acid